(S)-4-Ethyl-3-(hydroxymethyl)-1-(1-(2-methoxyethoxy)-8-((1,1,1-trifluoropropan-2-yl)oxy)isoquinolin-6-yl)-1H-1,2,4-triazol-5(4H)-one C(C)N1C(=NN(C1=O)C=1C=C2C=CN=C(C2=C(C1)O[C@H](C(F)(F)F)C)OCCOC)CO